3-bromothietane 1,1-dioxide BrC1CS(C1)(=O)=O